(1S,4s)-4-(2-((1R,3R)-3-hydroxycyclohexylamino)-8-(2,4,6-trichlorophenylamino)-9H-purin-9-yl)-1-methylcyclohexanecarboxamide O[C@H]1C[C@@H](CCC1)NC1=NC=C2N=C(N(C2=N1)C1CCC(CC1)(C(=O)N)C)NC1=C(C=C(C=C1Cl)Cl)Cl